TRISCYANOHEXAN C(#N)C(CCCCC)(C#N)C#N